Methyl 6-chloro-1,2,3,4-tetrahydronaphthalene-1-carboxylate ClC=1C=C2CCCC(C2=CC1)C(=O)OC